NCC#CC1=CC=C(C=C1)C1=CC=C(O1)C(=O)N1CCN(CC1)C(C[C@H]1C=2N(C3=C(C(=N1)C1=CC=C(C=C1)Cl)C(=C(S3)C)C)C(=NN2)C)=O (S)-1-(4-(5-(4-(3-aminoprop-1-yn-1-yl)phenyl)furan-2-carbonyl)piperazin-1-yl)-2-(4-(4-chlorophenyl)-2,3,9-trimethyl-6H-thieno[3,2-f][1,2,4]triazolo[4,3-a][1,4]diazepin-6-yl)ethan-1-one